FC=1C=2C=3C=CC(=C(OCCCCOC4=CC(=CC(NC(=NC1)N2)=C4)C[S@@](=O)(=N)C)C3)F |r| (rac)-3,20-difluoro-10-[(S-methylsulfonimidoyl)methyl]-13,18-dioxa-5,7,25-triazatetracyclo[17.3.1.12,6.18,12]pentacosa-1(23),2(25),3,5,8(24),9,11,19,21-nonaene